(E)-4-Cyclopropyl-5-(2-ethoxyvinyl)-2-methoxypyridine C1(CC1)C1=CC(=NC=C1\C=C\OCC)OC